2-hydroxy-3-isopropoxy-benzamide OC1=C(C(=O)N)C=CC=C1OC(C)C